OC1=C(C=2C3(C4=CC=CC=C4OC2C=C1)OC(C1=CC=CC=C13)=O)O dihydroxy-3-oxo-3H-spiro[isobenzofuran-1,9'-xanthene]